C(C)(C)(CC)OC(C(=O)OOC(C)(C)CC)=O Di-tert.-amylperoxyoxalat